(1R,2S)-2-methyl-2-phenylcyclopropane-1-carboxylic acid 2,5-dioxocyclopentyl ester O=C1C(C(CC1)=O)OC(=O)[C@H]1[C@](C1)(C1=CC=CC=C1)C